(R)-1-(3,3-difluoro-4-((5-(1-(2-fluoroethyl)-2-methyl-1H-benzo[d]imidazol-6-yl)-4-methoxypyrrolo[2,1-f][1,2,4]triazin-2-yl)amino)piperidin-1-yl)-2-hydroxyethan-1-one FC1(CN(CC[C@H]1NC1=NN2C(C(=N1)OC)=C(C=C2)C=2C=CC1=C(N(C(=N1)C)CCF)C2)C(CO)=O)F